gamma-glutamyltryptophane N[C@@H](CCC(=O)N[C@@H](CC1=CNC2=CC=CC=C12)C(=O)O)C(=O)O